(2R,3R,4R)-5-(azidomethyl)-2-(hydroxymethyl)tetrahydro-2H-pyran-3,4-diol N(=[N+]=[N-])CC1[C@H]([C@H]([C@H](OC1)CO)O)O